(3S)-3-amino-3-cyclopropylbutanamide hydrochloride Cl.N[C@](CC(=O)N)(C)C1CC1